C1N(CC2=CC=CC=C12)C1=NC2=C(C=C(C=C2C(N1C1CC(OCC1)(C)C)=O)C)C(C)O 2-(1,3-dihydroisoindol-2-yl)-3-(2,2-dimethyloxan-4-yl)-8-(1-hydroxyethyl)-6-methylquinazolin-4-one